tert-butyl 4-((1r,3r)-3-ethynylcyclobutoxy)piperidine-1-carboxylate C(#C)C1CC(C1)OC1CCN(CC1)C(=O)OC(C)(C)C